N-(1-cyano-1-methyl-ethyl)-3-[(2R)-2-[(1R)-1-hydroxyethyl]-2-methyl-pyrrolidine-1-carbonyl]-8-methoxy-1-propyl-5,6-dihydropyrrolo[2,1-a]isoquinoline-9-carboxamide C(#N)C(C)(C)NC(=O)C1=C(C=C2CCN3C(C2=C1)=C(C=C3C(=O)N3[C@@](CCC3)(C)[C@@H](C)O)CCC)OC